(3R,5S)-1-((S)-2-(6-((tert-butyldiphenylsilyl)oxy)hexanamido)-3,3-dimethylbutanoyl)-5-((4-(4-methylthiazol-5-yl)benzyl)carbamoyl)pyrrolidin-3-yl acetate C(C)(=O)O[C@H]1CN([C@@H](C1)C(NCC1=CC=C(C=C1)C1=C(N=CS1)C)=O)C([C@H](C(C)(C)C)NC(CCCCCO[Si](C1=CC=CC=C1)(C1=CC=CC=C1)C(C)(C)C)=O)=O